C(CC)(=O)OCC(C)(C)OC(C)C1CC(CCC1)(C)C (2-[1-(3,3-dimethylcyclohexyl) ethoxy]-2-methylpropyl) propionate